NC=1C=NN(C1)C1(CCCCC1)C#N (4-amino-1H-pyrazol-1-yl)cyclohexanecarbonitrile